NC1=NC=CC(=C1F)CN1C=C(C(=C(C1=O)F)NC1=C(C=C(C=C1)I)F)C(=O)N 1-[(2-amino-3-fluoropyridin-4-yl)methyl]-5-fluoro-4-(2-fluoro-4-iodoanilino)-6-oxopyridine-3-carboxamide